O=C1NC(CCC1C1=CC=C(CN(C=2SC(=C(N2)C)C2=NC(=NC=C2F)NC=2C=C(C=CC2)S(=O)(=O)N)C)C=C1)=O 3-((4-(2-((4-(2,6-dioxopiperidin-3-yl)benzyl)(methyl)amino)-4-methylthiazol-5-yl)-5-fluoropyrimidin-2-yl)amino)benzenesulfonamide